CN1C(C=CC(=C1)C1CNCCC1)=O 1-methyl-5-(piperidin-3-yl)pyridin-2(1H)-one